4,6-dichloro-2-(1H-pyrrol-2-yl)pyrimidine methyl-6-(3-hydroxyphenoxy)pyridine-3-carboxylate COC(=O)C=1C=NC(=CC1)OC1=CC(=CC=C1)O.ClC1=NC(=NC(=C1)Cl)C=1NC=CC1